ClC1=C(C=C(C(=C1)OC1=CC=C(C=C1)S(=O)(=NCC1CC1)C)C)N=CN(C)CC N'-(2-chloro-4-(4-(N-(cyclopropylmethyl)-S-methylsulfonimidoyl)phenoxy)-5-methylphenyl)-N-ethyl-N-methylformimidamide